2-[4-(5-Amino-4-cyano-1-isopropylpyrazol-3-yl)phenyl]-N-[3-(3,5-dichloropyridin-2-yl)-1,2-oxazol-5-yl]acetamide NC1=C(C(=NN1C(C)C)C1=CC=C(C=C1)CC(=O)NC1=CC(=NO1)C1=NC=C(C=C1Cl)Cl)C#N